N1=CC=C(C=C1)OC=1C=C2CN(CC2=CC1)C(=O)OC(C)(C)C tert-Butyl 5-(pyridin-4-yloxy)isoindoline-2-carboxylate